O1CC(C1)NC1NCC2=CC=CC=C12 (oxetan-3-ylamino)isoindolin